(S)-2-((R)-isochroman-1-yl)pyrrolidine [C@H]1(OCCC2=CC=CC=C12)[C@H]1NCCC1